[Cl-].C(=CCCCCCCCCCCCCCCCCCCCC)[N+](C)(CCO)CCO N-docosenyl-N,N-bis(2-hydroxyethyl)-N-methylammonium chloride